tert-octyldiphenylamine C(C)(C)(CC(C)(C)C)N(C1=CC=CC=C1)C1=CC=CC=C1